N,N-dimethyl-1-propylammonium C[NH+](C)CCC